1-(2'-hydroxyethyl)-3-octylimidazole tetrafluoroborate F[B-](F)(F)F.OCCN1CN(C=C1)CCCCCCCC